Methyl 6-fluoro-1-methyl-4-carbonyl-8-(((trifluoromethyl)sulfonyl)oxy)-1,4-dihydroquinoline-2-carboxylate FC=1C=C2C(C=C(N(C2=C(C1)OS(=O)(=O)C(F)(F)F)C)C(=O)OC)=C=O